4-bromo-7,8-difluoro-6,11-dihydro-dibenzo[b,e]thiepin-11-ol BrC1=CC=CC2=C1SCC1=C(C2O)C=CC(=C1F)F